methyl-pyrazolo[1,5-a]pyrimidine-6-carboxylic acid CC1=NN2C(N=CC(=C2)C(=O)O)=C1